4-bromo-5-(bromomethyl)-3-(propan-2-yl)-1H-pyrazole BrC=1C(=NNC1CBr)C(C)C